di(2-ethylhexanol) sebacate C(CCCCCCCCC(=O)O)(=O)O.C(C)C(CO)CCCC.C(C)C(CO)CCCC